S(=O)(=O)([O-])[O-].[Mg+2].NCCS(=O)(=O)O taurine magnesium sulfate